ClC1=NC(=C2N=CNC2=N1)NC1=C(C=CC=C1)SC(C)C 2-chloro-N-(2-(isopropylsulfanyl)phenyl)-9H-purin-6-amine